2-[1-[6-Methyl-2-(1-methylbenzimidazol-5-yl)-4-oxo-chromen-8-yl]ethylamino]benzoic acid CC=1C=C2C(C=C(OC2=C(C1)C(C)NC1=C(C(=O)O)C=CC=C1)C1=CC2=C(N(C=N2)C)C=C1)=O